(1S,3S,5S)-2-(tert-butoxycarbonyl)-5-methyl-2-azabicyclo[3.1.0]Hexane-3-carboxylic acid C(C)(C)(C)OC(=O)N1[C@H]2C[C@]2(C[C@H]1C(=O)O)C